BrC1=CC2=CC(NC=C2C=C1)=O 6-bromoisoquinolin-3(2H)-one